2-[1-(4-phenoxyphenoxy)propan-2-yloxy]pyridine O(C1=CC=CC=C1)C1=CC=C(OCC(C)OC2=NC=CC=C2)C=C1